fluoro-7-isopropoxyimidazo[1,2-a]pyridine FC=1N=C2N(C=CC(=C2)OC(C)C)C1